FC1=CC=C2C(=CNC2=C1)C1=NC(=NC=C1)N 4-(6-fluoro-1H-indol-3-yl)pyrimidin-2-amine